6-Methoxy-N-(2-methoxyethyl)-2-(2-methylbenzamido)benzamide COC1=CC=CC(=C1C(=O)NCCOC)NC(C1=C(C=CC=C1)C)=O